COC(=O)C1=CC=C(C=C1)C1=CC=C(C=C1)CN1C=CC=2C1=CC=C1C(=NC(=NC21)N)N.C2(CCCCC2)CN2CCN(CC2)C2=NC(=C(N=C2)C2=CC=CC=C2)C2=CC=CC=C2 cyclohexyl-(4-(5,6-diphenylpyrazin-2-yl)piperazin-1-yl)methane methyl-4'-((2,4-diamino-7H-pyrrolo[2,3-h]quinazolin-7-yl)methyl)-[1,1'-biphenyl]-4-carboxylate